CN(CCO)C1=NC=CC(=C1)C1=C(C=CC=C1)NC1=CC=C(C=C1)C(F)(F)F 2-(Methyl(4-(2-((4-(trifluoromethyl)phenyl)amino)phenyl)pyridin-2-yl)amino)ethan-1-ol